9,9-didecylfluorene C(CCCCCCCCC)C1(C2=CC=CC=C2C=2C=CC=CC12)CCCCCCCCCC